[5-(5-fluoro-2-methoxypyridin-4-yl)-1-{[2-(trimethylsilyl)ethoxy]methyl}pyrazole-3-carbonyl]-5-azaspiro[3.5]nonane-8-carboxylic acid FC=1C(=CC(=NC1)OC)C1=CC(=NN1COCC[Si](C)(C)C)C(=O)C1CCC12NCCC(C2)C(=O)O